4-Amino-7-(1-carboxy-2',3',5'-O-tribenzyl-β-D-ribofuranosyl)pyrrolo[2,1-f][1,2,4]triazine NC1=NC=NN2C1=CC=C2[C@@]2([C@](O)([C@](O)([C@H](O2)COCC2=CC=CC=C2)CC2=CC=CC=C2)CC2=CC=CC=C2)C(=O)O